CC(CO)CCCCCCCCCC 2-Methyl-dodecanol